3-(acryloxy)propyltris(trimethylsiloxy)silane C(C=C)(=O)OCCC[Si](O[Si](C)(C)C)(O[Si](C)(C)C)O[Si](C)(C)C